5-((1-(4-(4-Methylhexahydropyrrolo[3,2-b]pyrrol-1(2H)-yl)phenyl)-1H-imidazol-4-yl)amino)pyrazine-2-carbonitrile CN1CCC2N(CCC21)C2=CC=C(C=C2)N2C=NC(=C2)NC=2N=CC(=NC2)C#N